C(C1=CC=CC=C1)N1B(NC2=C3C1=CC=CC3=CC=C2)C=2C(=C3CC(CC3=C(C2CCCCCCCC)C)(C(=O)OC)C(=O)OC)C (R)-dimethyl 5-(1-benzyl-1H-naphtho[1,8-de][1,3,2]diazaborinin-2(3H)-yl)-4,7-dimethyl-6-octyl-1,3-dihydro-2H-indene-2,2-dicarboxylate